(S)-tert-butyl 4-(7-bromo-2,6-dichloro-3-cyano-8-fluoroquinolin-4-yl)-3-methylpiperazine-1-carboxylate BrC1=C(C=C2C(=C(C(=NC2=C1F)Cl)C#N)N1[C@H](CN(CC1)C(=O)OC(C)(C)C)C)Cl